C(CCCCCCCCCCCCCCCCC)C=1NC2=C(C=CC=3C=CC=NC23)N1 Stearyl-imidazoquinoline